9-Bromo-6-fluoro-2,3,4,5-tetrahydrobenzo[f][1,4]oxazepine BrC1=CC=C(C=2CNCCOC21)F